C(C)(C)(C)C1CNCCC12CCN(CC2)C2=CC=C(C=C2)C2C(COC1=CC(=CC=C21)O)C2=CC=CC=C2 tert-butyl-9-(4-(7-hydroxy-3-phenylchroman-4-yl)phenyl)-3,9-diazaspiro[5.5]undecane